1-(5-methoxy-6-(trifluoromethyl)indolin-1-yl)ethanone COC=1C=C2CCN(C2=CC1C(F)(F)F)C(C)=O